gold-boron [B].[Au]